C([2H])([2H])([2H])OS(=O)(=O)OC([2H])([2H])[2H] Di[2H3]methylsulfat